N'-{5-[1-(4-ethylphenyl)-1H-pyrazol-4-yl]-1H-indol-3-yl}-N-(2-methoxyethyl)ethanediamide C(C)C1=CC=C(C=C1)N1N=CC(=C1)C=1C=C2C(=CNC2=CC1)NC(C(=O)NCCOC)=O